2-methylpropanoic acid [(3s,6s,7r,8r)-8-benzyl-3-[(3-acetoxy-4-methoxypyridin-2-carbonyl) amino]-6-methyl-4,9-dioxo-1,5-dioxonon-7-yl] ester C(C1=CC=CC=C1)[C@H]([C@H]([C@@H](C(C([C@H](CC=O)NC(=O)C1=NC=CC(=C1OC(C)=O)OC)=O)=O)C)OC(C(C)C)=O)C=O